C[C@@H]1NCC2(C1)CCN(CC2)C(=O)OC(C)(C)C tert-butyl (S)-3-methyl-2,8-diazaspiro[4.5]decane-8-carboxylate